C(C)(C)C=1C(=NNC1C=1C=C(C=2N(C1)N=CN2)OC)C=2SC(=CN2)C2CCC(CC2)NC2COC2 N-(4-(2-(4-isopropyl-5-(8-methoxy-[1,2,4]triazolo[1,5-a]pyridin-6-yl)-1H-pyrazol-3-yl)thiazol-5-yl)cyclohexyl)oxetan-3-amine